COC1=CC=C(C=C1)C=1C=C2CCC([C@H](C2=CC1)NC(O[C@@H]1CN2CCC1CC2)=O)(C)C (S)-quinuclidin-3-yl ((R)-6-(4-methoxyphenyl)-2,2-dimethyl-1,2,3,4-tetrahydronaphthalen-1-yl)carbamate